4-((2-oxo-4-(tetradecylcarbamoyl)pyrrolidin-1-yl)methyl)benzoic acid O=C1N(CC(C1)C(NCCCCCCCCCCCCCC)=O)CC1=CC=C(C(=O)O)C=C1